[2H]C1(C(N(C(C(N1)([2H])[2H])([2H])[2H])C2=CC(=CC=C2)Cl)([2H])[2H])[2H] 1-(3-chlorophenyl)piperazine-D8